N1-(5-(3-(6-Amino-4-methylpyridin-3-yl)-1-methyl-1H-indazole-5-carboxamido)-2-methylphenyl)-N1-methylterephthalamide NC1=CC(=C(C=N1)C1=NN(C2=CC=C(C=C12)C(=O)NC=1C=CC(=C(C1)N(C(C1=CC=C(C(=O)N)C=C1)=O)C)C)C)C